Cl.FC(COC1=NC=CC(=C1)[C@@H](C)N)(F)F (R)-1-(2-(2,2,2-trifluoroethoxy)pyridin-4-yl)ethan-1-amine hydrochloride